(R)-N-(1-(1-acryloylazepan-3-yl)-7,8-dihydro-1H-[1,4]dioxino[2',3':3,4]benzo[1,2-d]imidazol-2-yl)-2-methylisonicotinamide C(C=C)(=O)N1C[C@@H](CCCC1)N1C(=NC2=C1C1=C(C=C2)OCCO1)NC(C1=CC(=NC=C1)C)=O